ClC=1C(=NC=CN1)CC(C(=O)N)(C)C ((3-Chloropyrazin-2-yl)methyl)isobutyramide